C(C)(C)(C)C1=CC=C(C=C1)C(C(Cl)(Cl)Cl)=O 4'-(tert-butyl)-2,2,2-trichloroacetophenone